(2S,2'S,2''S)-3,3',3''-((nitrilotris(methylene))tris(benzene-3,1-diyl))tris(2-((R)-pyrrolidin-3-yl)propanoic acid-3,3-d2) N(CC=1C=C(C=CC1)C([C@H](C(=O)O)[C@@H]1CNCC1)([2H])[2H])(CC=1C=C(C=CC1)C([C@H](C(=O)O)[C@@H]1CNCC1)([2H])[2H])CC=1C=C(C=CC1)C([C@H](C(=O)O)[C@@H]1CNCC1)([2H])[2H]